3-Methyl-5-(2-methyl-4-(8-methyl-6-(trifluoromethyl)-1,5-naphthyridin-2-yl)phenyl)-6,7-dihydropyrazolo[1,5-a]pyrazin-4(5H)-on CC=1C=NN2C1C(N(CC2)C2=C(C=C(C=C2)C2=NC1=C(C=C(N=C1C=C2)C(F)(F)F)C)C)=O